ClC1=CC(=C(C=C1)C1=NC(=CC=2N=C(N(C(C21)=O)C)C)[C@H]2C[C@H](OCC2)C2=CC(=NC=C2)OC)F 5-(4-chloro-2-fluorophenyl)-7-((2S,4R)-2-(2-methoxypyridin-4-yl)tetrahydro-2H-pyran-4-yl)-2,3-dimethylpyrido[4,3-d]pyrimidin-4(3H)-one